isooctyl thioformate C(=S)OCCCCCC(C)C